CCCCCCCCCCCCCCCCCCCCOC[C@H](COP(=O)(O)OC[C@@H](C(=O)O)N)OC(=O)CCC/C=C\C/C=C\C/C=C\C/C=C\CCCCC 1-eicosyl-2-(5Z,8Z,11Z,14Z-eicosatetraenoyl)-glycero-3-phosphoserine